ClC=1C=C(C(=O)NC2C[C@H]3COC[C@@H](C2)N3C(=O)OC(C)(C)C)C=CC1C1C(C1)C=1C3=C(N=C(N1)C)SC=C3 Tert-butyl (1R,5s,7R)-7-(3-chloro-4-(2-(2-methylthieno[2,3-d]pyrimidin-4-yl)cyclopropyl)benzamido)-3-oxa-9-azabicyclo[3.3.1]nonane-9-carboxylate